C(C)(C)(C)OC(=O)N(CC#CC1=CC(=C(OCCCC2=C(N=C(S2)NCCCP(=O)(OCC)OCC)C(=O)OC)C=C1)F)C methyl 5-[3-[4-[3-[tert-butoxycarbonyl(methyl)amino]prop-1-ynyl]-2-fluoro-phenoxy]propyl]-2-(3-diethoxyphosphorylpropylamino)thiazole-4-carboxylate